FP1(OC=C(NO1)C)=O 2-fluoro-5-methyl-1,3,4,2-dioxazaphosphorine-2-oxide